N[C@H]1C[C@H](CO[C@@H]1C1=C(C=CC(=C1)F)F)OC(=O)C1=CC(=NC=2N1N=C1C2CNCC1)C ((3R,5S,6R)-5-amino-6-(2,5-difluorophenyl) tetrahydro-2H-pyran-3-yl)-2-methyl-7,8,9,10-tetrahydropyrido[4',3':3,4]pyrazolo[1,5-a]pyrimidine-4-carboxylate